pyrimidin-2-ylcyclopropanecarbonitrile N1=C(N=CC=C1)C1(CC1)C#N